C(C1=CC=CC=C1)(=O)N1CCC(CC1)CN1N=C2C3=C(CCC2=C1)OC(=C3C(F)(F)F)C(=O)NC[C@H]3OCCC3 2-[(1-Benzoylpiperidin-4-yl)methyl]-N-{[(2S)-oxolan-2-yl]methyl}-8-(trifluoromethyl)-4,5-dihydro-2H-furo[2,3-g]indazol-7-carboxamid